8-(trans-4-aminocyclohexoxy)-N7-(2-ethoxyethyl)-N7,5,5-trimethyl-6H-benzo[h]quinazoline-4,7-diamine N[C@@H]1CC[C@H](CC1)OC1=CC=C2C(CC(C=3C(=NC=NC23)N)(C)C)=C1N(C)CCOCC